OC1(CC2C(CN(C2)C(=O)OC(C)(C)C)C1)C1N2C(C3=CC=CC=C13)=CN=C2 tert-butyl 5-hydroxy-5-(5H-imidazo[5,1-a]isoindol-5-yl)hexahydrocyclopenta[c]pyrrole-2(1H)-carboxylate